(Z)-2-(5-bromo-1H-indol-3-yl)-3-(4-(dimethylamino)pyridin-3-yl)-acrylonitrile BrC=1C=C2C(=CNC2=CC1)/C(/C#N)=C/C=1C=NC=CC1N(C)C